C(C)(C)(C)OC(=O)N1CCC2(CN(C2)C2=CC(=C(C=C2)C(=O)OC)C#CCN2C(C3=CC=CC=C3C2=O)=O)CC1 2-(3-(3-(1,3-Dioxoisoindolin-2-yl)prop-1-yn-1-yl)-4-(methoxycarbonyl)phenyl)-2,7-diazaspiro[3.5]nonane-7-carboxylic acid tert-butyl ester